1-({3,4-difluoro-2-[(2-fluoro-4-iodophenyl)amino]phenyl}carbonyl)-3-({[1-(phenylmethyl)pyrrolidin-3-yl]amino}methyl)azetidin-3-ol acetate salt C(C)(=O)O.FC=1C(=C(C=CC1F)C(=O)N1CC(C1)(O)CNC1CN(CC1)CC1=CC=CC=C1)NC1=C(C=C(C=C1)I)F